2-(3-bromo-2-methylphenyl)-5-(hydroxymethyl)benzo[d]oxazol-6-ol BrC=1C(=C(C=CC1)C=1OC2=C(N1)C=C(C(=C2)O)CO)C